ClC1=NC=C(C(=N1)NC1(CC1)CO)C(=O)N 2-Chloro-4-[[1-(hydroxymethyl)cyclopropyl]amino]pyrimidine-5-carboxamide